ClC1=C(C=CC=C1Cl)S(=O)(=O)NC1=C(C(=C(C(=C1)F)F)NC=1C2=C(N=CN1)C=CC(=N2)Cl)F 2,3-dichloro-N-(3-((6-chloropyrido[3,2-d]pyrimidin-4-yl)amino)-2,4,5-trifluorophenyl)benzenesulfonamide